2-chloro-N-(5-(2-(((1r,4r)-4-(dimethylamino)cyclohexyl)amino)-8-fluoroquinazolin-6-yl)-3-fluoro-6-methoxypyridin-2-yl)benzenesulfonamide ClC1=C(C=CC=C1)S(=O)(=O)NC1=NC(=C(C=C1F)C=1C=C2C=NC(=NC2=C(C1)F)NC1CCC(CC1)N(C)C)OC